4-bromo-5-(2,6-dichlorophenoxy)-1-methylpyridin-2(1H)-one BrC1=CC(N(C=C1OC1=C(C=CC=C1Cl)Cl)C)=O